5-phosphothiophene P(=O)(=O)C1=CC=CS1